CC1=NC(=CC(=N1)OC=1C=C(C#N)C=CC1)N1CCCCC1 3-(2-methyl-6-piperidin-1-ylpyrimidin-4-yl)oxybenzonitrile